C(#N)C(CC=1C(NC2=CC(=CC=C2C1)F)=O)NC(=O)[C@@H]1[C@H]2C([C@H]2CN1C([C@H](C(C)(C)C)NC(C(F)(F)F)=O)=O)(C)C (1R,2S,5S)-N-(1-Cyano-2-(7-fluoro-2-oxo-1,2-dihydroquinolin-3-yl)ethyl)-3-((S)-3,3-dimethyl-2-(2,2,2-trifluoroacetamido)butanoyl)-6,6-dimethyl-3-azabicyclo[3.1.0]hexane-2-carboxamide